1,2-bis(4-fluorophenyl)ethane-1,2-dione FC1=CC=C(C=C1)C(C(=O)C1=CC=C(C=C1)F)=O